ClC=1C2=C(N=C(N1)C1CC1)CCC2 4-chloro-2-cyclopropyl-6,7-dihydro-5H-cyclopenta[d]pyrimidine